N-(3-(benzylcarbamoyl)thiophen-2-yl)-4-(pyridin-2-yl)piperazine-1-carboxamide C(C1=CC=CC=C1)NC(=O)C1=C(SC=C1)NC(=O)N1CCN(CC1)C1=NC=CC=C1